CC1=CC=CC=2SC3=C(C21)C(=CC=C3)C 1,9-dimethyldibenzothiophene